methyl 2-(5-cyclopropyl-4-(4-(pyrimidin-2-yl)phenyl)thiazol-2-ylamino)-5-(trifluoromethyl)nicotinate C1(CC1)C1=C(N=C(S1)NC1=C(C(=O)OC)C=C(C=N1)C(F)(F)F)C1=CC=C(C=C1)C1=NC=CC=N1